CC1=CC(=C(C2=C1O[C@](CC2)(C)CCC[C@H](C)CCC[C@H](C)CCCC(C)C)C)O The molecule is a tocopherol in which the chroman-6-ol core is substituted by methyl groups at positions 5 and 8. While it is found in low concentrations in many vegetable oils, only cottonseed oil contains significant amounts. It has a role as a plant metabolite and a food component.